3-[4-(3-benzyl-1,2,4-oxadiazol-5-yl)piperazin-1-yl]-6-(1-methyl-1H-pyrazol-4-yl)pyrazolo[1,5-a]pyridine C(C1=CC=CC=C1)C1=NOC(=N1)N1CCN(CC1)C=1C=NN2C1C=CC(=C2)C=2C=NN(C2)C